5-(3-(2-methoxyethyl)-2-methyl-3H-imidazo[4,5-b]pyridin-5-yl)-N-(trans-3-morpholinocyclobutyl)pyrrolo[2,1-f][1,2,4]triazin-2-amine COCCN1C(=NC=2C1=NC(=CC2)C=2C=CN1N=C(N=CC12)N[C@@H]1C[C@H](C1)N1CCOCC1)C